FC1=C(C=CC=C1)C1=CN(C=2N=CN=C(C21)N2C[C@H](N(C[C@@H]2C)C(=O)OC(C)(C)C)C)C2=NC=CC=C2 tert-butyl (2R,5S)-4-(5-(2-fluorophenyl)-7-(pyridin-2-yl)-7H-pyrrolo[2,3-d]pyrimidin-4-yl)-2,5-dimethylpiperazine-1-carboxylate